ClC1=NC(=CC(=C1)C=1C(=NN2C1N=C(C=C2)N[C@@H](C)[C@@H]2OC(OC2)(C)C)C=2C=C(C#N)C=CC2)C 3-[3-(2-Chloro-6-methyl-4-pyridyl)-5-[[(1S)-1-[(4S)-2,2-dimethyl-1,3-dioxolan-4-yl]ethyl]amino]pyrazolo[1,5-a]pyrimidin-2-yl]benzonitrile